4-amino-N-((5-(3,3-difluoropyrrolidin-1-yl)pyridin-2-yl)methyl)-1-methyl-N-(1-(pyrimidin-2-yl)ethyl)-1H-pyrazolo[4,3-c]quinoline-8-carboxamide NC1=NC=2C=CC(=CC2C2=C1C=NN2C)C(=O)N(C(C)C2=NC=CC=N2)CC2=NC=C(C=C2)N2CC(CC2)(F)F